tert-butyl N-(6-aminopyrimidin-4-yl)carbamate NC1=CC(=NC=N1)NC(OC(C)(C)C)=O